N-((6-(8-oxa-3-azabicyclo[3.2.1]oct-3-yl)-4-(4,4-difluoropiperidin-1-yl)pyridazine-3-yl)methyl)-1H-pyrazole-5-carboxamide C12CN(CC(CC1)O2)C2=CC(=C(N=N2)CNC(=O)C2=CC=NN2)N2CCC(CC2)(F)F